3-(1-isopropyl-1H-benzo[d][1,2,3]triazol-5-yl)-5-(4-methylpyridin-3-yl)-1,2,4-oxadiazole C(C)(C)N1N=NC2=C1C=CC(=C2)C2=NOC(=N2)C=2C=NC=CC2C